FC1=C(C=C(C=C1)C1(CC1)NCC(C)(N)C)C(F)(F)F N1-(1-(4-fluoro-3-(trifluoromethyl)phenyl)cyclopropyl)-2-methylpropane-1,2-diamine